4-[(1S)-1-({[5-chloro-2-(3-chloro-2-methylphenoxy)pyridin-3-yl]carbonyl}amino)ethyl]benzoic acid ClC=1C=C(C(=NC1)OC1=C(C(=CC=C1)Cl)C)C(=O)N[C@@H](C)C1=CC=C(C(=O)O)C=C1